N[C@H]1C[C@@H](N(C1)C(=O)NC1=CC=C(C=C1)Cl)C(=O)NC1=C(C=CC(=C1)C(CCC1CC1)(C1=CC(=CC=C1)C#N)N)F (2R,4S)-4-amino-N2-(5-((+)-1-amino-1-(3-cyanophenyl)-3-cyclopropyl-propyl)-2-fluorophenyl)-N1-(4-chlorophenyl)pyrrolidine-1,2-dicarboxamide